(4-(3-amino-6-(1-isobutyrylpiperidin-4-yl)-1H-indazol-4-yl)phenyl)-1-(4-fluorophenyl)-4,5-dimethyl-2-oxo-1,2-dihydropyridine-3-carboxamide NC1=NNC2=CC(=CC(=C12)C1=CC=C(C=C1)C1=C(C(=C(C(N1C1=CC=C(C=C1)F)=O)C(=O)N)C)C)C1CCN(CC1)C(C(C)C)=O